Cinnolin-4-amine hydrochloride Cl.N1=NC=C(C2=CC=CC=C12)N